6-[[5-(3-fluoro-2-pyridyl)thiazol-2-yl]amino]imidazo[4,5-c]pyridin FC=1C(=NC=CC1)C1=CN=C(S1)NC1=CC2=C(C=N1)N=CN2